FC1=C(OCCCCCCCCC(=O)NCCCCCCC(=O)NC2=CC=C(C=C2)C2C(NC(CC2)=O)=O)C(=CC=C1F)C=1N=C(SC1)N1CCOCC1 9-(2,3-difluoro-6-(2-morpholino-thiazol-4-yl)phenoxy)-N-(7-((4-(2,6-dioxopiperidin-3-yl)phenyl)amino)-7-oxoheptyl)nonanamide